((2-(5-(((benzyloxy)carbonyl)oxy)-6-methylpyridin-2-yl)-5-chlorothiophen-3-yl)methyl)carboxylate C(C1=CC=CC=C1)OC(=O)OC=1C=CC(=NC1C)C=1SC(=CC1CC(=O)[O-])Cl